4-(5-cyano-2-methoxyphenyl)-6-methyl-N-(5-(4-(N-methylmethylsulfonamido)phenyl)thiazolo[5,4-b]pyridin-2-yl)nicotinamide C(#N)C=1C=CC(=C(C1)C1=CC(=NC=C1C(=O)NC=1SC2=NC(=CC=C2N1)C1=CC=C(C=C1)N(S(=O)(=O)C)C)C)OC